(e)-4-(3-(1-aminopropan-2-ylidene)azetidin-1-yl)-6-fluoro-N-methyl-2-((2-methylpyrimidin-5-yl)oxy)-9H-pyrimido[4,5-b]indol-8-amine NCC(C)=C1CN(C1)C1=NC(=NC=2NC3=C(C=C(C=C3C21)F)NC)OC=2C=NC(=NC2)C